(3S,4S)-2'-fluoro-1-methyl-2-oxo-4-[3-(trifluoromethyl)phenyl]pyrrolidine-3-carboxanilide FC1=C(NC(=O)[C@H]2C(N(C[C@@H]2C2=CC(=CC=C2)C(F)(F)F)C)=O)C=CC=C1